Cl.COC1=CC2=C(NC(=N2)CN)C=C1 1-(5-methoxy-1H-benzimidazol-2-yl)methanamine hydrogen chloride